6-(1H-pyrazol-4-yl)-N-(4-(4-(3,3,3-trifluoro-propyl)piperazin-1-yl)-pyridin-2-yl)benzo[d]-thiazol-2-amine N1N=CC(=C1)C1=CC2=C(N=C(S2)NC2=NC=CC(=C2)N2CCN(CC2)CCC(F)(F)F)C=C1